(4-((3-azaspiro[5.5]undecan-9-yl)methyl)piperazin-1-yl)((1R,4R)-4-(4-(((R)-1-(2-Fluoro-3-(trifluoromethyl)phenyl)ethyl)amino)-7-methoxy-2-methylquinazolin-6-yl)cyclohexyl) ketone C1CNCCC12CCC(CC2)CN2CCN(CC2)C2(CCC(CC2)C=2C=C1C(=NC(=NC1=CC2OC)C)N[C@H](C)C2=C(C(=CC=C2)C(F)(F)F)F)C(=O)C2(CCC(CC2)C=2C=C1C(=NC(=NC1=CC2OC)C)N[C@H](C)C2=C(C(=CC=C2)C(F)(F)F)F)N2CCN(CC2)CC2CCC1(CCNCC1)CC2